tert-butyl ((3R,5S)-5-(hydroxymethyl)-1-(2-methyl-5-nitrobenzo[d]thiazol-4-yl)pyrrolidin-3-yl)carbamate OC[C@@H]1C[C@H](CN1C1=C(C=CC2=C1N=C(S2)C)[N+](=O)[O-])NC(OC(C)(C)C)=O